N-(2H-1,3-BENZODIOXOL-5-YL)-6-METHYL-2-(PYRIDIN-3-YL)IMIDAZO[1,2-A]PYRIDIN-3-AMINE O1COC2=C1C=CC(=C2)NC2=C(N=C1N2C=C(C=C1)C)C=1C=NC=CC1